NC1=C(C=C(N=N1)C1=C(C=CC=C1)O)C=1C=NN(C1)C(C)C1CCN(CC1)CC1CC(C1)OC1CCNCC1 2-(6-amino-5-(1-(1-(1-(((1s,3s)-3-(piperidin-4-yloxy)cyclobutyl)methyl)piperidin-4-yl)ethyl)-1H-pyrazol-4-yl)pyridazin-3-yl)phenol